CN(C)CC1CCC2(CC1)OC1=C(O2)C(=CC(=C1C)C(=O)OC)C methyl 4'-((dimethylamino) methyl)-4,7-dimethylspiro[benzo[d][1,3]dioxole-2,1'-cyclohexane]-5-carboxylate